ClC1=NC=C(C(=O)O)C(=C1F)NC1=C(C(=CC=C1)C1=NN(C=N1)C)OC 6-chloro-5-fluoro-4-((2-methoxy-3-(1-methyl-1H-1,2,4-triazole-3-yl)phenyl)amino)nicotinic acid